1-(5-Chlorobenzo[d]thiazol-2-yl)ethan-1-one ClC=1C=CC2=C(N=C(S2)C(C)=O)C1